1-{3H-imidazo[4,5-b]pyridine-7-yl}-1H,2H,3H-pyrido[3,4-b][1,4]oxazine N1=CNC2=NC=CC(=C21)N2C1=C(OCC2)C=NC=C1